C1(CC1)C=1N=CC=2C3=C(C=C(C2C1)S(=O)(=O)NCC(C)C)CCC3=O 3-cyclopropyl-N-(2-methylpropyl)-9-oxo-7,8-dihydrocyclopenta[h]isoquinoline-5-sulfonamide